ClC1=C(C=C(C=C1)NC(=O)NC1=CC(=CC=C1)N=NC1=C(C=CC=C1F)F)C(F)(F)F 1-[4-chloro-3-(trifluoromethyl)phenyl]-3-{3-[(2,6-difluorophenyl)diazenyl]phenyl}urea